ClC1=C(N=C2N(C1=O)C=C(N=C2C2=CC=C(C=C2)C(F)F)[C@H]2C[C@H](OCC2)C=2C=NN(C2)C)C 3-chloro-9-(4-(difluoromethyl)phenyl)-2-methyl-7-((2S,4R)-2-(1-methyl-1H-pyrazol-4-yl)tetrahydro-2H-pyran-4-yl)-4H-pyrazino[1,2-a]pyrimidin-4-one